N-(5-amino-1-cyclopropyl-pyrazol-3-yl)-4-chloro-butyramide NC1=CC(=NN1C1CC1)NC(CCCCl)=O